ClC1=CC2=C(OC(CN2)C(=O)NN2CCC(CC2)C=2OC(=NN2)C2CC(C2)OC(F)(F)F)C=C1 6-chloro-N-(4-(5-((1s,3s)-3-(trifluoromethoxy)cyclobutyl)-1,3,4-oxadiazol-2-yl)piperidin-1-yl)-3,4-dihydro-2H-benzo[b][1,4]oxazine-2-carboxamide